FC(OC1=CC=C(C=C1)C1=NN=C(O1)NC1=NC=CC=C1O)(F)F ((5-(4-(trifluoromethoxy)phenyl)-1,3,4-oxadiazol-2-yl)amino)pyridin-3-ol